ClC=1N=C(N2C1C(=CC(=C2)N2CCNCC2)C2=C(C(=O)N(C(C)C)CC)C=C(C=C2)F)C 2-[1-Chloro-3-methyl-6-(piperazin-1-yl)imidazo[1,5-a]pyridin-8-yl]-N-ethyl-5-fluoro-N-(isopropyl)benzamide